(S)-3-chloro-5,7-dihydrospiro[cyclopenta[c]pyridine-6,3'-pyrrolo[2,3-b]pyridin]-2'(1'H)-one ClC1=CC2=C(C=N1)C[C@@]1(C(NC3=NC=CC=C31)=O)C2